Cl.N1(CCOCC1)S(=O)(=O)C=1C=CC(=NC1)N1N=CN=C1[C@H](C)N (1S)-1-{1-[5-(morpholin-4-ylsulfonyl)pyridin-2-yl]-1H-1,2,4-triazol-5-yl}ethylamine hydrochloride